C(C)(C)(C)C1=CC=C(C=C1)C1=CC2=C(C(N(CO2)C2=CC(=C(C=C2)O)[N+](=O)[O-])=O)C=C1 7-(4-(tert-butyl)phenyl)-3-(4-hydroxy-3-nitrophenyl)-2,3-dihydro-4H-benzo[e][1,3]oxazin-4-one